C(C(=O)OCCN(CC)CC)(=O)OCCN(CC)CC bis(2-(diethylamino) ethyl) oxalate